methylisopropanol carbonate C(O)(=O)OC(C)(C)C